BrC1=CC2=C(N=C(N=C2)NC)N(C1=O)C 6-bromo-8-methyl-2-(methylamino)pyrido[2,3-d]pyrimidin-7-one